N-(3-trimethoxysilylpropyl)aminosuccinic acid dimethyl ester COC(C(CC(=O)OC)NCCC[Si](OC)(OC)OC)=O